N12CCCN=C2CCC1 1,5-Diazabicyclo(4.3.0)non-5-en